N-(4-(4-Amino-1-isobutyl-1H-pyrazolo[3,4-d]pyrimidin-3-yl)phenyl)-2-(5-fluoropyridine-2-yl)-6-isopropyl-3-oxo-2,3-dihydropyridazine-4-carboxamide NC1=C2C(=NC=N1)N(N=C2C2=CC=C(C=C2)NC(=O)C=2C(N(N=C(C2)C(C)C)C2=NC=C(C=C2)F)=O)CC(C)C